FC1CN(C1)C(=O)NC1=CC(=C(C=C1)F)N1N=C2N=CC(=CC2=C1)C(C)(CC)C 3-fluoro-N-{4-fluoro-3-[5-(2-methylbutan-2-yl)-2H-pyrazolo[3,4-b]pyridin-2-yl]phenyl}azetidine-1-carboxamide